N-(4-aminophenyl)-2,4,6-trimethylbenzenesulfonamide NC1=CC=C(C=C1)NS(=O)(=O)C1=C(C=C(C=C1C)C)C